5-pentyl-2,5-cyclohexadiene C(CCCC)C=1CC=CCC1